NC=1C(=C(C=C(C1)C#N)N1C[C@H](N([C@@H](C1)C)C(=O)OC(C)(C)C)C)Cl Tert-butyl (2R,6R)-4-(3-amino-2-chloro-5-cyanophenyl)-2,6-dimethylpiperazine-1-carboxylate